C(CCC)(=O)C1=CC(=C(C=N1)C=1C=2N(C3=CC(=NC=C3C1)NC)C(=CN2)C#N)C 4-(6-butyryl-4-methylpyridin-3-yl)-8-(methylamino)imidazo[1,2-a][1,6]naphthyridine-1-carbonitrile